SC(CCCCC(=O)O)CCS 6,8-dimercaptocaprylic acid